3-ethyl-N1-(1-methyl-1H-tetrazol-5-yl)isophthalimide C(C)C12CC(C(=O)N(C1=O)C1=NN=NN1C)=CC=C2